C(=O)C=1C(=C(C=CC1)B(O)O)OC formyl-methoxybenzeneboronic acid